8-bromo-3-chloropyrrolo[2,3,4-de]cinnolin-5(4H)-one BrC1=CC=C2C=3C(=C(N=NC13)Cl)NC2=O